C(C(C)C)OC(C#CC1CC(C1)OC1CCN(CC1)C(=O)OC(C)(C)C)=O tert-butyl 4-[3-(3-isobutoxy-3-oxo-prop-1-ynyl)cyclobutoxy]piperidine-1-carboxylate